(E)-1-(dodec-1-en-1-yl)-4-methoxybenzene C(=C\CCCCCCCCCC)/C1=CC=C(C=C1)OC